BrCCCCCCCC(=O)OC(CC)CCCCCCCC undecane-3-yl 8-bromooctanoate